1-Methyluric Acid CN1C(=O)NC=2NC(=O)NC2C1=O